2-cyano-3-cyclopropyl-1-(2-mesyl-4-trifluoromethylphenyl)propan-1,3-dione C(#N)C(C(=O)C1=C(C=C(C=C1)C(F)(F)F)S(=O)(=O)C)C(=O)C1CC1